[Cu]=O.[Co] cobalt-copper oxide